3-hydroxy-4-fluoropiperidine OC1CNCCC1F